5-cyano-2-iodophenyl bis(trifluoromethyl) phosphite P(OC1=C(C=CC(=C1)C#N)I)(OC(F)(F)F)OC(F)(F)F